NC1=NC2=CC=C(C=C2C=C1C)C(=O)N([C@H](C)C1=NC=CC=N1)CC1=NC(=C(C=C1)Cl)C 2-amino-N-((5-chloro-6-methyl-2-pyridinyl)methyl)-3-methyl-N-((1R)-1-(2-pyrimidinyl)ethyl)-6-quinolinecarboxamide